octacosanetriol C(CCCCCCCCCCCCCCCCCCCCCCCCCCC)(O)(O)O